CC1(OB(OC1(C)C)C1=C2C=CC(NC2=CC=C1)=O)C 5-(4,4,5,5-tetramethyl-1,3,2-dioxaborolan-2-yl)quinolin-2(1h)-one